ClC=1C=C(C=CC1F)NC(N(CC1=NC=NC=C1)[C@@H](C)C1=CNC(C2=CC=CC=C12)=O)=O (S)-3-(3-chloro-4-fluorophenyl)-1-(1-(1-oxo-1,2-dihydroisoquinolin-4-yl)ethyl)-1-(pyrimidin-4-ylmethyl)urea